The molecule is an enal that consists of octa-2,6-dienal bearing methyl substituents at positions 3 and 7. A mixture of the two geometric isomers geranial and neral, it is the major constituent (75-85%) of oil of lemon grass, the volatile oil of Cymbopogon citratus, or of C. flexuosus. It also occurs in oils of verbena, lemon, and orange. It has a role as a flavouring agent, a fragrance, an insecticide, an EC 1.2.3.1 (aldehyde oxidase) inhibitor and a metabolite. It contains a geranial and a neral. CC(=CCCC(=CC=O)C)C